4-bromophenyl-4-methylphenyl sulfone BrC1=CC=C(C=C1)C1=C(C=CC(=C1)C)S(=O)(=O)C1=C(C=C(C=C1)C)C1=CC=C(C=C1)Br